BrC1=C(CS(=O)(=O)C2=CC3=C(S\C(\C(N3)=O)=C/C3=CC=C(C=C3)C)C=C2)C(=CC=C1)Br (Z)-6-((2,6-dibromobenzyl)sulfonyl)-2-(4-methylbenzylidene)-2H-benzo[b][1,4]thiazin-3(4H)-one